ethyl [3-(2-chloro-4-fluorophenoxy)-2-pyridyloxy]acetate ClC1=C(OC=2C(=NC=CC2)OCC(=O)OCC)C=CC(=C1)F